NC1=CC(=C(C=C1)C1=CC=CC(N1C)=O)F 6-(4-amino-2-fluorophenyl)-1-methylpyridin-2(1H)-one